(1R)-1-[3-(difluoromethyl)-2-fluoro-phenyl]ethanamine FC(C=1C(=C(C=CC1)[C@@H](C)N)F)F